C(C)(C)N1C(C=C(C=C1)C(=O)O)=O 1-isopropyl-2-oxo-1,2-dihydropyridine-4-carboxylic acid